(4-bromo-2-fluorophenoxy)methanol BrC1=CC(=C(OCO)C=C1)F